FC1=C(C(=C(C(=C1[B-](C1=C(C(=C(C(=C1F)F)F)F)F)(C1=C(C(=C(C(=C1F)F)F)F)F)C1=C(C(=C(C(=C1F)F)F)F)F)F)F)F)F.C1(=CC=CC=C1)C(C1=CC=CC=C1)(C1=CC=CC=C1)[N+](C1=CC=CC=C1)(C)C triphenylmethyl-N,N-dimethylanilinium tetrakis(pentafluorophenyl)borate